C1(CC1)C=1C(=NC(=NC1N1CC(CCC1)S(=O)(=O)C)SC)N(C1=NN(C(=C1)C)C1OCCCC1)CC1=CC=C(C=C1)OC 5-cyclopropyl-N-(4-methoxybenzyl)-N-(5-methyl-1-(tetrahydro-2H-pyran-2-yl)-1H-pyrazol-3-yl)-6-(3-(methylsulfonyl)piperidin-1-yl)-2-(methylsulfanyl)pyrimidin-4-amine